[F-].[Cl-].[Na+] sodium chloride fluoride salt